[Pb].C1(=CC=CC=C1)[Se][Se]C1=CC=CC=C1 diphenyl diselenide lead